C1(CC1)C=1C=NN(C1)C1=CC=C(C=N1)S(=O)(=O)NC=1C(=CC=C2C=NN(C12)C)OC 6-(4-CYCLOPROPYL-1H-PYRAZOL-1-YL)-N-(6-METHOXY-1-METHYL-1H-INDAZOL-7-YL)PYRIDINE-3-SULFONAMIDE